CC1=CC(=NN1)NC=1C2=C(N=C(N1)NC1C3CC4(CC(CC1C4)C3)O)SC=C2 4-[[4-[(5-methyl-1H-pyrazol-3-yl)amino]thieno[2,3-d]pyrimidin-2-yl]amino]adamantan-1-ol